4,4''-bis[{4-(naphthalen-2-yl)phenyl}-phenylamino]-1,1':4',1''-terphenyl C1=C(C=CC2=CC=CC=C12)C1=CC=C(C=C1)N(C1=CC=C(C=C1)C1=CC=C(C=C1)C1=CC=C(C=C1)N(C1=CC=CC=C1)C1=CC=C(C=C1)C1=CC2=CC=CC=C2C=C1)C1=CC=CC=C1